NC1=NC=C(C=C1C(C(F)(F)F)=O)B1OC(C(O1)(C)C)(C)C 1-[2-amino-5-(4,4,5,5-tetramethyl-1,3,2-dioxaborolan-2-yl)pyridin-3-yl]-2,2,2-trifluoroethan-1-one